7-(trifluoromethyl)-1-((2-(trimethylsilyl)ethoxymethyl)-1H-imidazo[4,5-c]pyridin-4-yl)-1,2,3,6-tetrahydropyridin-4-carboxamide FC(C=1C2=C(C(=NC1)N1CCC(=CC1)C(=O)N)N=CN2COCC[Si](C)(C)C)(F)F